3-[6-[(E)-but-2-enyl]-7-oxo-1H-pyrrolo[2,3-c]pyridin-4-yl]-N-(2,2-difluoroethyl)-4-methoxybenzamide C(\C=C\C)N1C(C2=C(C(=C1)C=1C=C(C(=O)NCC(F)F)C=CC1OC)C=CN2)=O